5-(1-benzyl-1H-pyrazol-4-yl)-4-(4-fluorophenyl)-1-methyl-pyridin-2(1H)-one C(C1=CC=CC=C1)N1N=CC(=C1)C=1C(=CC(N(C1)C)=O)C1=CC=C(C=C1)F